methyl 3,3-dimethyl-8-(1-methylpiperidin-4-yl)-3,4-dihydroisoquinoline-2(1H)-carboxylate CC1(N(CC2=C(C=CC=C2C1)C1CCN(CC1)C)C(=O)OC)C